(Z)-dodec-9-enoic acid C(CCCCCCC\C=C/CC)(=O)O